N-((S)-4-hydroxy-3-oxo-1-((S)-2-oxopiperidin-3-yl)butan-2-yl)-2-(4-methoxy-1H-indole-2-carbonyl)octahydro-1H-isoindole-1-carboxamide OCC([C@H](C[C@H]1C(NCCC1)=O)NC(=O)C1N(CC2CCCCC12)C(=O)C=1NC2=CC=CC(=C2C1)OC)=O